4-((4-((2-(dimethylphosphoryl)phenyl)amino)-5-(trifluoromethyl)pyrimidin-2-yl)amino)-N-isopropoxybenzamide CP(=O)(C)C1=C(C=CC=C1)NC1=NC(=NC=C1C(F)(F)F)NC1=CC=C(C(=O)NOC(C)C)C=C1